C(C)(C)C1=C(NC2=CC=C(C=C12)C1CCNCC1)C=1C2=C(C(N(C1)C)=O)NC=C2 4-(3-isopropyl-5-(piperidin-4-yl)-1H-indol-2-yl)-6-methyl-1H-pyrrolo[2,3-c]Pyridin-7(6H)-one